(R)-N-(1-hydroxypropan-2-yl)-6-methoxy-8-(4-(trifluoromethoxy)phenyl)quinoline-3-carboxamide OC[C@@H](C)NC(=O)C=1C=NC2=C(C=C(C=C2C1)OC)C1=CC=C(C=C1)OC(F)(F)F